C(C1=CC=CC=C1)(=O)NNCCS(=O)(=O)N 2-(2-benzoylhydrazyl)ethyl-sulfonamide